3-((7-(4-chlorobenzyl)-3-ethyl-1-(3-hydroxypropyl)-2,6-dioxo-2,3,6,7-tetrahydro-1H-purin-8-yl)oxy)benzonitrile ClC1=CC=C(CN2C(=NC=3N(C(N(C(C23)=O)CCCO)=O)CC)OC=2C=C(C#N)C=CC2)C=C1